ClC=1C(=NC(=NC1)NC1=CC(=C(C=C1OC)N1CCC(CC1)=O)CC)NC=1C(=C2C=C(C(=NC2=CC1)C)F)P(=O)(C)C 1-(4-((5-chloro-4-((5-(dimethylphosphoryl)-3-fluoro-2-methylquinolin-6-yl)amino)pyrimidin-2-yl)amino)-2-ethyl-5-methoxyphenyl)piperidin-4-one